4-((2s,5r)-2,5-diethyl-4-(1-(4-methoxyphenyl)ethyl)piperazin-1-yl)-1-methyl-2-oxo-1,2-dihydropyrido[3,2-d]pyrimidine-6-carbonitrile C(C)[C@@H]1N(C[C@H](N(C1)C(C)C1=CC=C(C=C1)OC)CC)C=1C2=C(N(C(N1)=O)C)C=CC(=N2)C#N